lithium alloyl-carbon silicon [Si].C(C=C)(=O)[C].[Li]